6-Bromo-N-[[1-(dimethylamino)cyclopentyl]methyl]-3-ethylsulfanyl-5-fluoro-7,9-dihydrofuro[3,4-f]quinazolin-1-amine BrC=1C2=C(C3=C(N=C(N=C3C1F)SCC)NCC1(CCCC1)N(C)C)COC2